6-(1-(4-(1-(difluoromethyl)-1H-benzo[d]imidazol-2-yl)piperidin-1-yl)ethyl)-3-(3-fluorophenyl)-1-methyl-1H-indazole FC(N1C(=NC2=C1C=CC=C2)C2CCN(CC2)C(C)C2=CC=C1C(=NN(C1=C2)C)C2=CC(=CC=C2)F)F